hypochlorous acid, cyanide ClC#N